4-[[(1R)-3-amino-2,2,3-trimethyl-cyclopentyl]amino]-6-bromo-N'-[4-[tert-butyl(dimethyl)silyl]oxy-2-ethyl-5-fluoro-phenyl]pyrrolo[1,2-b]pyridazine-3-carboxamidine NC1(C([C@@H](CC1)NC=1C=2N(N=CC1C(=NC1=C(C=C(C(=C1)F)O[Si](C)(C)C(C)(C)C)CC)N)C=C(C2)Br)(C)C)C